3,8-bis(benzyloxy)-9-cyclopropyl-2-methylspiro[benzo[c]chromene-6,1'-cyclobutane] C(C1=CC=CC=C1)OC1=C(C=C2C3=C(C=C(C(=C3)C3CC3)OCC3=CC=CC=C3)C3(CCC3)OC2=C1)C